CN1C(CCCC1)CCO 1-methyl-2-piperidineethanol